C(C=CC1=CC=CC=C1)C1(C(CC(CC1O)C)=O)CC=CC1=CC=CC=C1 (-)-2,2-Dicinnamyl-3-hydroxy-5-methylcyclohexan-1-one